N-((4-(((1-(dimethylamino)-1-phospha-cyclohex-4-yl)methyl)amino)-3-nitrophenyl)sulfonyl)benzamide CN(P1CCC(CC1)CNC1=C(C=C(C=C1)S(=O)(=O)NC(C1=CC=CC=C1)=O)[N+](=O)[O-])C